2-(6-bromo-4-isopropyl-1-oxo-phthalazin-2(1H)-yl)acetic acid BrC=1C=C2C(=NN(C(C2=CC1)=O)CC(=O)O)C(C)C